Cl.N[C@@H](C(=O)OC)C |r| methyl DL-2-aminopropionate hydrochloride